2-((anti)-5-(4-cyanophenyl)-1-(4-(trifluoromethyl)benzyl)piperidin-3-yl)acetic acid C(#N)C1=CC=C(C=C1)C1CC(CN(C1)CC1=CC=C(C=C1)C(F)(F)F)CC(=O)O